3-methylpentane-1,2,5-triol CC(C(CO)O)CCO